2-(2,7-dioxaazepin-3-yl)-5-fluoroisoindoline-1,3-dione N1OC(=CC=CO1)N1C(C2=CC=C(C=C2C1=O)F)=O